5,9-dioxa-2-azaundecanedioic acid-1-tert-butyl ester C(C)(C)(C)OC(NCCOCCCOCC(=O)O)=O